OCC1CCC(CN1)NC(OC(C)(C)C)=O Tert-butyl N-[6-(hydroxymethyl)piperidin-3-yl]carbamate